4-(5-bromo-6-isopropyl-4H-thieno[3,2-b]pyrrol-2-yl)piperidine-1-carboxylic acid tert-butyl ester C(C)(C)(C)OC(=O)N1CCC(CC1)C1=CC=2NC(=C(C2S1)C(C)C)Br